C(C)(C)(C)[Si](OCCCOC=1N(N=CC1C=1C=C2C(=NN(C2=CC1)C1OCCCC1)C#C[Si](C(C)C)(C(C)C)C(C)C)CS(=O)(=O)C)(C)C tert-butyl-dimethyl-[3-[2-(methylsulfonylmethyl)-4-[1-tetrahydropyran-2-yl-3-(2-triisopropylsilylethynyl)indazol-5-yl]pyrazol-3-yl]oxypropoxy]silane